FC=1C=C(CN(C(OC(C)(C)C)=O)C)C=C(C1)C=1C=NN(C1)C1=CC=C(C=C1)F tert-butyl 3-fluoro-5-(1-(4-fluorophenyl)-1H-pyrazol-4-yl)benzyl(methyl)carbamate